C1(CC1)[C@@H]1N(C(C2=CC=CC=C12)=O)CC1=CC2=C(NC(O2)=O)C=C1 (S)-6-((1-cyclopropyl-3-oxoisoindolin-2-yl)methyl)benzo[d]oxazol-2(3H)-one